(4-methylcyclohexyl) sec-butyl fumarate C(\C=C\C(=O)OC(C)CC)(=O)OC1CCC(CC1)C